5-(8-(2-cyclobutylcyclopropyl)imidazo[1,2-b]pyridazin-6-yl)pyrimidine C1(CCC1)C1C(C1)C=1C=2N(N=C(C1)C=1C=NC=NC1)C=CN2